Ethyl 4-(6-formyl-5-nitro-indazol-2-yl)cyclohexanecarboxylate C(=O)C=1C(=CC2=CN(N=C2C1)C1CCC(CC1)C(=O)OCC)[N+](=O)[O-]